[Cl-].[Cl-].C[SiH](C)[Zr+2](C1C(=CC2=C(C=CC=C12)C)C)C1C(=CC2=C(C=CC=C12)C)C Dimethylsilylbis(2,4-dimethyl-1-indenyl)zirconium dichloride